Ethanesulfonic acid {1-methyl-1-[5-(1-methyl-2-oxo-1,2,3,4-tetrahydro-quinolin-6-yl)-pyridin-3-yl]-ethyl}-amide CC(C)(C=1C=NC=C(C1)C=1C=C2CCC(N(C2=CC1)C)=O)NS(=O)(=O)CC